p-tolyl-2-deoxy-2-trifluoroacetylamino-3,4,6-tri-O-acetyl-1-thio-β-D-galactopyranose C1(=CC=C(C=C1)[C@]1(S)[C@@H]([C@@H](OC(C)=O)[C@@H](OC(C)=O)[C@H](O1)COC(C)=O)NC(C(F)(F)F)=O)C